5-ethylsulfonyl-2-(7-trifluoromethyl-[1,2,4]triazolo[1,5-a]pyridin-2-yl)nicotinaldehyde C(C)S(=O)(=O)C=1C=NC(=C(C=O)C1)C1=NN2C(C=C(C=C2)C(F)(F)F)=N1